1-[(4-fluoro-2-isopropyl-phenyl)carbamothioyl]-3-[3-[3-[1-[4-(trifluoromethoxy)phenyl]-1H-1,2,4-triazol-3-yl]phenyl]propyl]urea FC1=CC(=C(C=C1)NC(=S)NC(=O)NCCCC1=CC(=CC=C1)C1=NN(C=N1)C1=CC=C(C=C1)OC(F)(F)F)C(C)C